C1(=CC=CC=C1)N(C(O)=O)C1=CC(=C(C(=C1)F)F)Cl.FC(C1=CC=C(C=C1)[C@H](C)NC(CN1N=C(C2=C(C1=O)C(=NN2C)C)C)=O)(F)F (S)-N-(1-(4-(trifluoromethyl)phenyl)ethyl)-2-(1,3,7-trimethyl-4-oxo-1,4-dihydro-5H-pyrazolo[3,4-d]pyridazin-5-yl)acetamide phenyl-(3-chloro-4,5-difluorophenyl)carbamate